CN1N=C2C=C(C(=CC2=C1)NC(=O)N1CCC=2C1=NC=CC2N2CCN(CC2)C(=O)OC(C)(C)C)C(F)(F)F tert-butyl 4-(1-((2-methyl-6-(trifluoromethyl)-2H-indazol-5-yl)carbamoyl)-2,3-dihydro-1H-pyrrolo[2,3-b]pyridin-4-yl)piperazine-1-carboxylate